N,2-dimethyl-3-(2-oxo-4-(o-tolyl)-2H-chromen-7-yl)propanamide CNC(C(CC1=CC=C2C(=CC(OC2=C1)=O)C1=C(C=CC=C1)C)C)=O